ClC1=CC=C(C=C1)C1=NNN=C1 4-(4-chlorophenyl)-2H-1,2,3-triazole